C[C@@]12CCC[C@H](C=CC1)OC2=O |o1:1,5| rel-(1R,5R)-5-methyl-9-oxabicyclo[3.3.2]dec-7-en-10-one